(1R,2R,3aS,9aS)-[[2,3,3a,4,9,9a-hexahydro-2-hydroxy-1-[(3S)-3-hydroxyoctyl]-1H-benz[f]inden-5-yl]oxy]acetic acid O[C@@H]1C[C@@H]2CC3=C(C[C@@H]2[C@H]1CC[C@H](CCCCC)O)C=CC=C3OCC(=O)O